C(C)[Si](OCCNC(C=C)=O)(CC)CC N-(2-((triethylsilyl)oxy)ethyl)acrylamid